ClC1=CC=C(C(=O)NC2=CC(=C(C=C2)F)C(=O)C=2C=C3N=CC=NC3=CC2)C=C1 4-chloro-N-(4-fluoro-3-(quinoxaline-6-carbonyl)phenyl)benzamide